BrC=CCS(=O)(=O)[O-].[Na+] sodium 3-bromoallyl-sulfonate